N-[piperidin-3-yl]-4-(1H-pyrrol-3-yl)-5-(trifluoromethyl)pyrimidin-2-amine N1CC(CCC1)NC1=NC=C(C(=N1)C1=CNC=C1)C(F)(F)F